C(CCCCCCC\C=C\CC=CC)CC(=O)[O-] (E)-9,12-tetradecadienylacetate